[Si](C)(C)(C(C)(C)C)C(C#CC)=O 1-(tert-butyldimethylsilyl)but-2-yn-1-one